C1(=CC=CC=C1)C(=C)SP(=S)(C1=CC=CC=C1)C1=CC=CC=C1 1-phenylvinyldiphenylphosphindithioate